C(C)(C)(C)OC(=O)N1CC=2C=CC(=NC2CC1CCC(C)(C)C)S(=O)(=O)[O-].[Na+] Sodium 6-(tert-butoxycarbonyl)-7-(3,3-dimethylbutyl)-5,6,7,8-tetrahydro-1,6-naphthyridine-2-sulfonate